COC1=CC=C(C=C1)C(C)(C)C=1N=C(SC1)NC(=O)NCCCN1CCOCC1 1-(4-(2-(4-methoxyphenyl)propan-2-yl)thiazol-2-yl)-3-(3-morpholinopropyl)urea